C[C@H]1N(CCOC1)C=1C2=C(N=C(N1)C1=C3C(=NC=C1)NC=C3)C(=CS2)CN2[C@@H](CCC2)C(=O)N (S)-1-((4-((R)-3-methylmorpholinyl)-2-(1H-pyrrolo[2,3-b]pyridin-4-yl)thieno[3,2-d]pyrimidin-7-yl)methyl)pyrrolidine-2-carboxamide